(R)-tert-Butyl 4-(1-((1-(3-(difluoromethyl)-2-methylphenyl)ethyl)amino)-4-methylpyrido[3,4-d]pyridazin-7-yl)piperazine-1-carboxylate FC(C=1C(=C(C=CC1)[C@@H](C)NC1=C2C(=C(N=N1)C)C=NC(=C2)N2CCN(CC2)C(=O)OC(C)(C)C)C)F